hydroxybisBocamine ON(C(=O)OC(C)(C)C)C(=O)OC(C)(C)C